2-((3E,7E)-4,8,12-trimethyltrideca-3,7,11-trienyl)-6-methylpyridine C\C(=C/CCC1=NC(=CC=C1)C)\CC\C=C(\CCC=C(C)C)/C